4-(6-chloro-4-(6,6-difluoro-1,4-diazepan-1-yl)-2-((1-((dimethylamino)methyl)-cyclopropyl)methoxy)-8-fluoroquinazolin-7-yl)-7-fluorobenzo[d]thiazol-2-amine ClC=1C=C2C(=NC(=NC2=C(C1C1=CC=C(C2=C1N=C(S2)N)F)F)OCC2(CC2)CN(C)C)N2CCNCC(C2)(F)F